3-methyl-8-nitro-1,2,3,4,4a,5-hexahydrobenzo[b]pyrazino[1,2-d][1,4]oxazine CN1CC2N(C3=C(OC2)C=C(C=C3)[N+](=O)[O-])CC1